C(=O)(O)C1=CC(=C(C(=O)[O-])C=C1)C1=C2C=C3C(=CC(N(C3=CC2=[O+]C2=C1C=C1C(=CC(N(C1=C2)C)(C)C)C)C)(C)C)C 4-Carboxy-2-(1,2,2,4,8,10,10,11-octamethyl-1,2,10,11-tetrahydropyrano[3,2-g:5,6-g']diquinolin-13-ium-6-yl)-benzoate